NC=1C(=C2C(=NC1)CCC2)N2C[C@H](CCC2)NC(OC(C)(C)C)=O tert-butyl [(3S)-1-(3-amino-6,7-dihydro-5H-cyclopenta[b]pyridin-4-yl)piperidin-3-yl]carbamate